FC1=CC=C2C(=C(NC2=C1)C1=CC=CC=C1)/C=C/C(=O)OCC Ethyl (E)-3-(6-fluoro-2-phenyl-1H-indol-3-yl)prop-2-enoate